NC=1C=C(C=C(C1)C(F)(F)F)C(C)NC1=NC(=NC2=CC(=C(C=C12)OCCOC([2H])([2H])[2H])OC)C N-(1-(3-amino-5-(trifluoromethyl)phenyl)ethyl)-7-methoxy-6-(2-(methoxy-d3)ethoxy)-2-methyl-quinazolin-4-amine